ClC1=C2C(=NC=C1)N(C=C2)C(=O)OC(C)(C)C tert-Butyl 4-chloro-1H-pyrrolo[2,3-b]pyridine-1-carboxylate